2-[(1-pent-4-ynylsulfonyl-4-piperidyl)oxy]ethanamine C(CCC#C)S(=O)(=O)N1CCC(CC1)OCCN